5-(2-(Dimethylamino)ethyl)-4-(trifluoromethyl)pyridin-2(1H)-one CN(CCC=1C(=CC(NC1)=O)C(F)(F)F)C